ClC1=C(N=C2N=C(N(C2=C1)COCC[Si](C)(C)C)OC1CCC1)I {2-[(6-chloro-2-cyclobutoxy-5-iodo-1H-1,3,4-triazainden-1-yl)methoxy]ethyl}tris(methyl)silane